2-chloro-N-(1,3,5-trimethyl-1H-pyrazol-4-yl)quinazolin-4-amine ClC1=NC2=CC=CC=C2C(=N1)NC=1C(=NN(C1C)C)C